2,4,4-trimethyl-1,6-hexandiol CC(CO)CC(CCO)(C)C